ethyl N-(m-tolylcarbamothioyl)carbamate C1(=CC(=CC=C1)NC(=S)NC(OCC)=O)C